C(CCCCCCCCCCCCCCCCC)C(C(=O)N)CCCCCCCCCCCCCCCCCC stearyl-arachidic acid amide